2-(N-ethylmethylamino)-2,4,4,6,6,8,8,10,10-nonamethylcyclopentasiloxane C(C)N([Si]1(O[Si](O[Si](O[Si](O[Si](O1)(C)C)(C)C)(C)C)(C)C)C)C